CN(C)CCNC(=O)C=C dimethylaminoethyl-acrylamine